4-(6-Aminopyridazin-3-yl)-3,6-dihydropyridine-1(2H)-carboxylic acid tert-butyl ester C(C)(C)(C)OC(=O)N1CCC(=CC1)C=1N=NC(=CC1)N